Cl.FC=1C=C(CN2N=CC(=C2)CN)C=CC1 (1-(3-fluorobenzyl)-1H-pyrazol-4-yl)methylamine hydrochloride